4-(dimethylamino)-6-methyltetrahydro-2H-pyran-3-yl benzoate C(C1=CC=CC=C1)(=O)OC1COC(CC1N(C)C)C